(3-{1-[(2,6-difluorophenyl)methyl]-3-(6-methoxypyridazin-3-yl)-5-[(methylamino)methyl]-2,4-dioxothieno[2,3-d]pyrimidin-6-yl}propyl)-3-methoxyurea FC1=C(C(=CC=C1)F)CN1C(N(C(C2=C1SC(=C2CNC)CCCNC(=O)NOC)=O)C=2N=NC(=CC2)OC)=O